C(CCC)C=1N=NNC1 4-Butyl-1H-1,2,3-triazol